Acrylic acid dicyclopentanyl ester C=CC(=O)OC1CC2CC1C3C2CCC3